benzyl ((S)-2,2-dicyclopropyl-1-(5-(((S)-2-oxo-4-(trifluoromethyl)imidazolidin-1-yl)methyl)benzo[d]oxazol-2-yl)ethyl)carbamate C1(CC1)C([C@@H](C=1OC2=C(N1)C=C(C=C2)CN2C(N[C@@H](C2)C(F)(F)F)=O)NC(OCC2=CC=CC=C2)=O)C2CC2